CC1=NC=CC=C1N1C(N=C(C2=CC=C(C=C12)C(F)(F)F)NCC#C)=O 1-(2-methylpyridin-3-yl)-4-(prop-2-yn-1-ylamino)-7-(trifluoromethyl)quinazolin-2(1H)-one